COC(CC(C)(C1=NC(=CC=C1)OC)C#N)=O 3-cyano-3-(6-methoxypyridin-2-yl)butanoic acid methyl ester